C(CCCCCCCC)OP(O)(O)=O n-nonylphosphoric acid